3-NITROBENZYLISOCYANIDE [N+](=O)([O-])C=1C=C(C[N+]#[C-])C=CC1